(R)-6-fluoro-N-(2-(2-methyl-1,2,5,6-tetrahydropyridin-3-yl)thieno[2,3-b]pyridin-4-yl)benzo[d]thiazol-5-amine FC1=CC2=C(N=CS2)C=C1NC1=C2C(=NC=C1)SC(=C2)C=2[C@H](NCCC2)C